C(C1=CC=CC=C1)OCC1CCC(CC1)C(=O)Cl (1R,4R)-4-((benzyloxy)methyl)cyclohexanecarbonyl Chloride